1,4-Bis-trimethylsilyl-1,4-dihydropyrazin C[Si](N1C=CN(C=C1)[Si](C)(C)C)(C)C